SC1(C=2N=CN([C@H]3[C@H](O)[C@H](O)[C@@H](CO)O3)C2N=C(N1)N)O 6-mercapto-guanosine